2-(2-cyclobutylpyrazolo[3,4-b]pyridin-6-yl)-3-methyl-5-(trifluorometh-yl)phenol C1(CCC1)N1N=C2N=C(C=CC2=C1)C1=C(C=C(C=C1C)C(F)(F)F)O